Tetrabutylammonium (2R,5R)-2-chloro-7-oxo-1,6-diazabicyclo[3.2.1]octan-6-yl-sulphate di-normal propyl-peroxydicarbonate C(CC)OC(=O)OOC(=O)OCCC.Cl[C@H]1N2C(N([C@H](CC1)C2)OS(=O)(=O)[O-])=O.C(CCC)[N+](CCCC)(CCCC)CCCC